N1=CN=C2NC=NC2=C1C=1C(=NC=CC1)NC=1C=CC(=C(C1)NC(C1=CC(=CC(=C1)C(F)(F)F)F)=O)F N-(5-(3-(9H-purin-6-yl)pyridin-2-ylamino)-2-fluorophenyl)-3-fluoro-5-(trifluoromethyl)benzamid